C(#C)C=1C(=C(C(=O)NC2=CC(=CC(=C2)C(F)(F)F)N2C=NC(=C2)C)C=CC1)C 3-ethynyl-2-methyl-N-(3-(4-methyl-1H-imidazol-1-yl)-5-(trifluoromethyl)phenyl)benzamide